4-((7-(4,4-Difluoropiperidin-1-yl)-7-oxoheptyl)thio)-2-(2,6-dioxopiperidin-3-yl)-7-fluoroisoindoline-1,3-dione FC1(CCN(CC1)C(CCCCCCSC1=C2C(N(C(C2=C(C=C1)F)=O)C1C(NC(CC1)=O)=O)=O)=O)F